C(#C)C=1C=CC=C2C=C(C=C(C12)C1=C(C=C2C(=NC(=NC2=C1F)OCC12CCCN2CCC1)N1C[C@@H](NCC1)CC#N)F)O 2-((2S)-4-(7-(8-ethynyl-3-hydroxynaphthalen-1-yl)-6,8-difluoro-2-((tetrahydro-1H-pyrrolizin-7a(5H)-yl)methoxy)quinazolin-4-yl)piperazin-2-yl)acetonitrile